S1C=NC2=C1C=CC(=C2)C2=NC(=C1C(=N2)N(N=C1)C1=CC=C(C=C1)F)NC(=O)C=1SC(=CC1)[N+](=O)[O-] N-(6-(benzo[d]thiazol-5-yl)-1-(4-fluorophenyl)-1H-pyrazolo[3,4-d]pyrimidin-4-yl)-5-nitrothiophene-2-carboxamide